(S)-4-chloro-2-aminobutyric acid methyl ester COC([C@H](CCCl)N)=O